CN(CCOC=1N=C(C2=C(N1)CCN(C2)C(=O)OC(C)(C)C)NC2COCC2)C tert-Butyl 2-(2-(dimethylamino)ethoxy)-4-((tetrahydrofuran-3-yl)amino)-7,8-dihydropyrido[4,3-d]pyrimidine-6(5H)-carboxylate